CC(CCC(=O)NCCC(NC=1C=NC2=CC=CC=C2C1)=O)C 4-methyl-N-(3-oxo-3-(quinolin-3-ylamino)propyl)pentanamide